Methyl Eleostearate C(CCCCCCCC=CC=CC=CCCCC)(=O)OC